ClC=1C=CC(=C(C1)C(C(=O)N)NC1=C(C=CC=C1)S(NC1CCNCC1)(=O)=O)OC (5-chloro-2-methoxyphenyl)-2-({2-[(piperidin-4-yl)sulfamoyl]phenyl}amino)acetamide